NC1=NC(=NN1S(=O)(=O)C1=C2C=CC(=CC2=CC=C1)C#N)NC1=CC=C(C=C1)CC#N 5-[[5-amino-3-[4-(cyanomethyl)anilino]-1,2,4-triazol-1-yl]sulfonyl]naphthalene-2-carbonitrile